4-glycidylcarbazole C(C1CO1)C1=CC=CC=2NC3=CC=CC=C3C12